N-(5-(((2S,4R)-4-((5-(difluoromethyl)pyrazin-2-yl)oxy)-2-methylpyrrolidin-1-yl)methyl)-4-fluorothiazol-2-yl)acetamide FC(C=1N=CC(=NC1)O[C@@H]1C[C@@H](N(C1)CC1=C(N=C(S1)NC(C)=O)F)C)F